COC([C@@H](NC(=O)C=1N=C(SC1)C1=CC=C(C=C1)CNC(CCCCCCl)=O)CO[Si](C)(C)C(C)(C)C)=O.C(C(=C)C)(=O)NCCCOCC(NC(C(=C)C)=O)(COCCCNC(C(=C)C)=O)COCCCNC(C(=C)C)=O N-[tris(3-methacrylamidopropoxymethyl)methyl]methacrylamide methyl-O-(tert-butyldimethylsilyl)-N-(2-(4-((6-chlorohexanamido)methyl)phenyl)thiazole-4-carbonyl)-L-serinate